I[O-].C[N+](C)(C)C tetramethylammonium hypoiodite